C(C1=CC=CC=C1)N1CCN(CCCN(CCC1)CC=1C(=C(C(=O)NC(CO)O)C=C(C1)C)O)CC=1C(=C(C(=O)NC(CO)O)C=C(C1)C)O 3'-[(4-benzyl-1,4,8-triazacycloundecane-1,8-diyl)bis(methylene)]bis[N-(1,2-dihydroxyethyl)-2-hydroxy-5-methylbenzamide]